3-((3R,6S)-3,6-diisobutyl-4,7-dioxo-1-(1-(pyridin-2-yl)piperidine-4-carbonyl)hexahydropyrazino[2,1-c][1,2,4]oxadiazin-8(1H)-yl)propanamide C(C(C)C)[C@@H]1C(N2C(N(O1)C(=O)C1CCN(CC1)C1=NC=CC=C1)CN(C([C@@H]2CC(C)C)=O)CCC(=O)N)=O